O=C(CC)OCC1CCC(CC1)C(F)(F)F (S)-1-oxo-1-(((1r,4S)-4-(trifluoromethyl)cyclohexyl)methoxy)propane